2-[4-(methylaminomethyl)phenyl]-5-fluorobenzofuran-7-carboxamide hydrochloride Cl.CNCC1=CC=C(C=C1)C=1OC2=C(C1)C=C(C=C2C(=O)N)F